3-amino-2,3-dimethyl-butanethiol NC(C(CS)C)(C)C